3-[4-(1,3-benzothiazol-2-ylmethyl)-piperazin-1-yl]-N-cyclopentyl-4-(2H-tetrazol-5-yl)aniline S1C(=NC2=C1C=CC=C2)CN2CCN(CC2)C=2C=C(NC1CCCC1)C=CC2C=2N=NNN2